(7-azabenzotriazol-1-yloxy)tris(pyrrolidin-1-yl)phosphonium hexafluorophosphate F[P-](F)(F)(F)(F)F.N1(N=NC2=C1N=CC=C2)O[P+](N2CCCC2)(N2CCCC2)N2CCCC2